C(C)(C)(C)C=1C=C(C=CC1OCCO)O 3-tertiary butyl-4-hydroxyethoxyphenol